C(CC(C)C)(=O)OC\C=C(\C)/CCC=C(C)C NERYL ISOVALERATE